O1[C@H](COC2=C1C=CC=C2)CN2C[C@H](CCC2)C=2C=C(C#N)C=CC2 3-{(R)-1-[(S)-1-(2,3-dihydrobenzo[1,4]dioxin-2-yl)methyl]-piperidin-3-yl}-benzonitrile